4-(7-(2-phenylpyrimidin-4-yl)-4-(pyridin-3-yloxy)-6,7-dihydro-5H-pyrrolo[2,3-d]pyrimidin-2-yl)morpholine C1(=CC=CC=C1)C1=NC=CC(=N1)N1CCC2=C1N=C(N=C2OC=2C=NC=CC2)N2CCOCC2